3-benzyloxycarbonyl-2-phenyl-1,3-oxazolidin-5-one C(C1=CC=CC=C1)OC(=O)N1C(OC(C1)=O)C1=CC=CC=C1